4,4'-Methylenebis(N-sec-butylcyclohexanamin) C(C1CCC(CC1)NC(C)CC)C1CCC(CC1)NC(C)CC